[N-](S(=O)(=O)C(F)(F)F)S(=O)(=O)C(F)(F)F.C(CCCCCCCCCCCCC)N1C=[N+](C=C1)C 1-tetradecyl-3-methylimidazolium-bis(trifluoromethanesulfonyl)imide salt